2,2-dimethyl-N-(trans-1-methyl-3-phenylpiperidin-4-yl)-3-((3-(trifluoromethyl)pyridin-2-yl)oxy)propanamide (±)-ethyl-4-amino-1-(sec-butyl)-3-methyl-1H-pyrazole-5-carboxylate C(C)OC(=O)C1=C(C(=NN1[C@H](C)CC)C)N.CC(C(=O)N[C@H]1[C@@H](CN(CC1)C)C1=CC=CC=C1)(COC1=NC=CC=C1C(F)(F)F)C |&1:10|